NC1=NNC2=CC=CC(=C12)C1=C(C=C(C=C1)C=1CCCCC1)O 4-(3-amino-1H-indazol-4-yl)-2',3',4',5'-tetrahydro-[1,1'-biphenyl]-3-ol